BrC1=C(C=CC=C1)S(=O)(=O)N1C=CC2=CC(=CC=C12)OC 1-((2-bromophenyl)sulfonyl)-5-methoxy-1H-indole